C1(CC1)N1C(C(=CC=C1)C(=O)NC=1C(=CC=2N(C1)C=C(N2)CCC(C)(C)O)OC)=O 1-cyclopropyl-N-[2-(3-hydroxy-3-methyl-butyl)-7-methoxy-imidazo[1,2-a]pyridin-6-yl]-2-oxo-pyridine-3-carboxamide